2,5-diaminobenzeneFormic acid NC1=C(C=C(C=C1)N)C(=O)O